C(C)(C)(C)[Si](C1=CC=C(C=O)C=C1)(F)C(C)(C)C 4-(Di-t-Butylfluorosilyl)benzaldehyde